C(CCC\C=C/C\C=C/C\C=C/C\C=C/CCCCC)(=O)NCCO N-arachidonoylethanolamine